ethylenediaminetetraacetate iron salt [Fe+2].C(CN(CC(=O)[O-])CC(=O)[O-])N(CC(=O)[O-])CC(=O)[O-].[Fe+2]